B(O)(O)O.B(OCCCCCCCCCCCCCCCCCC)(OCCCCCCCCCCCCCCCCCC)OCCCCCCCCCCCCCCCCCC Tri-octadecyl borate (borate)